F[C@@H]1CN(CC[C@@H]1NC1=NC=C(C(=N1)C=1C=NN(C1)CC(C)(O)C)C(F)(F)F)S(=O)(=O)CCCN1CCC(CC1)OC 1-(4-(2-(((3R,4S)-3-Fluoro-1-((3-(4-methoxypiperidin-1-yl)propyl)sulfonyl)piperidin-4-yl)amino)-5-(trifluoromethyl)pyrimidin-4-yl)-1H-pyrazol-1-yl)-2-methylpropan-2-ol